FC(F)(F)OB(O)O.C(C)C=1C(=C(C(=O)NC(C)C)C=C(C1)F)OC=1C(=NC=NC1)NC1CCNCC1 Ethyl-5-fluoro-N-isopropyl-2-((4-(piperidin-4-ylamino)pyrimidin-5-yl)oxy)benzamide (trifluoromethyl)borat